Cl.C1(CC1)C1=CC(=NO1)C1=C(C=CC=C1Cl)Cl 5-cyclopropyl-3-(2,6-dichlorophenyl)isoxazole HCl salt